(S)-1-Carboxy-2-methylpropan-1-aminium ((2R,3S,4R,5R)-5-(3-carbamoylpyridin-1-ium-1-yl)-3,4-dihydroxytetrahydrofuran-2-yl)methyl-phosphate C(N)(=O)C=1C=[N+](C=CC1)[C@H]1[C@@H]([C@@H]([C@H](O1)COP(=O)([O-])[O-])O)O.C(=O)(O)[C@H](C(C)C)[NH3+]